1-(4-chlorophenyl)-3-(2-propylbenzo[d]oxazol-6-yl)urea ClC1=CC=C(C=C1)NC(=O)NC1=CC2=C(N=C(O2)CCC)C=C1